toluenesulfonyl-acetone hydrazone C(C1=CC=CC=C1)S(=O)(=O)CC(C)=NN